1-(4-(Dimethylamino)phenyl)-2,2-bis(phenylselanyl)ethan-1-one CN(C1=CC=C(C=C1)C(C([Se]C1=CC=CC=C1)[Se]C1=CC=CC=C1)=O)C